OC(C)(C)C1=CC=CC(=N1)N1N(C(C=2C1=NC=NC2)=O)C(C)C 1-(6-(2-hydroxypropan-2-yl)pyridin-2-yl)-2-isopropyl-1H-pyrazolo[3,4-d]pyrimidin-3(2H)-one